5-[8-[4-[(9S)-4,5,9,13-tetramethyl-3-thia-1,8,11,12-tetrazatricyclo[8.3.0.02,6]trideca-2(6),4,7,10,12-pentaen-7-yl]phenyl]-2-azaspiro[4.5]decan-2-yl]pyrazine-2-carboxylic acid CC=1SC=2N3C(=NN=C3[C@@H](N=C(C2C1C)C1=CC=C(C=C1)C1CCC2(CCN(C2)C=2N=CC(=NC2)C(=O)O)CC1)C)C